C(C1=CC(=CC=2CCCC(C12)=O)C(=O)NC[C@H]1OCCC1)([2H])([2H])[2H] (S)-4-(methyl-d3)-5-oxo-N-((tetrahydrofuran-2-yl)methyl)-5,6,7,8-tetrahydronaphthalene-2-carboxamide